CC1=C(C(=CC(=C1)N1CC2=C(CCC1)C=C(C=C2)OC2CCC(CC2)C(F)(F)F)C)C(C(=O)N)C(C)(C)C (2,6-dimethyl-4-(7-((4-(trifluoromethyl)cyclohexyl)oxy)-1,3,4,5-tetrahydro-2H-benzo[c]azepin-2-yl)phenyl)-3,3-dimethylbutyramide